C(=O)CC(=O)OCCCCC pentyl formylacetate